4-bromo-N-(2-hydroxy-2-(4-methoxyphenyl)ethyl)-1H-pyrrole-2-carboxamide BrC=1C=C(NC1)C(=O)NCC(C1=CC=C(C=C1)OC)O